(((methylsulfonyl)oxy)methyl)-3-azabicyclo[3.2.1]octane-3-carboxylic acid tert-butyl ester C(C)(C)(C)OC(=O)N1CC2(CCC(C1)C2)COS(=O)(=O)C